Cl.C(C)OC(C(CN)(C1=CC(=CC=C1)C1=NC=CC(=C1)C)C)=O 3-amino-2-methyl-2-(3-(4-methylpyridin-2-yl)phenyl)propanoic acid ethyl ester hydrochloride